C(C1=CC=CC=C1)OC(=O)NC(C=1OC2=C(N1)C=C(C=C2)CC2(C(N[C@@H](C2)C(F)(F)F)=O)C(=O)O)C2CCC(CC2)(F)F (5S)-3-((2-((((benzyloxy)carbonyl)amino)(4,4-difluoro-cyclohexyl)methyl)benzo[d]oxazol-5-yl)methyl)-2-oxo-5-(trifluoromethyl)pyrrolidine-3-carboxylic acid